6-(2-amino-6-fluorophenyl)-1-(azetidin-3-ylmethyl)-7-chloro-4-(2-isopropyl-6-methylphenyl)-1,4-dihydroquinoxaline-2,3-dione NC1=C(C(=CC=C1)F)C=1C=C2N(C(C(N(C2=CC1Cl)CC1CNC1)=O)=O)C1=C(C=CC=C1C)C(C)C